2-(N-Boc-amino)-1-ethanol C(=O)(OC(C)(C)C)NCCO